6-(chloromethyl)-3-cyclobutyl-2-(trifluoromethyl)pyridine ClCC1=CC=C(C(=N1)C(F)(F)F)C1CCC1